2-(4-(3-bromopropyl)phenyl)-7,8-dihydroxy-4H-chromen-4-one BrCCCC1=CC=C(C=C1)C=1OC2=C(C(=CC=C2C(C1)=O)O)O